3-thiabicyclo[3.1.0]hexane 3,3-dioxide C12CS(CC2C1)(=O)=O